benzyl (S)-4-(2-((tert-butoxycarbonyl)amino)-2-(4,4-difluorocyclohexyl)acetyl)piperazine-1-carboxylate C(C)(C)(C)OC(=O)N[C@H](C(=O)N1CCN(CC1)C(=O)OCC1=CC=CC=C1)C1CCC(CC1)(F)F